3-(R)-(difluoromethoxy)pyrrolidine hydrochloride Cl.FC(O[C@H]1CNCC1)F